perfluoronaphthol FC1=C(C2=C(C(=C(C(=C2C(=C1F)F)F)F)F)F)O